COCCOC1=C(C=CC=C1)C=1C2=C(C(=NC1OS(=O)(=O)C(F)(F)F)C=1C=C3CCN(CC3=CC1)C(=O)OC(C)(C)C)CCC2 tert-butyl 6-[4-[2-(2-methoxyethoxy) phenyl]-3-(trifluoromethylsulfonyloxy)-6,7-dihydro-5H-cyclopenta[c]pyridin-1-yl]-3,4-dihydro-1H-isoquinoline-2-carboxylate